(2-(1-ethylpyrazol-4-yl)-4-methyl-5-oxo-7,8-dihydro-6H-pyrazolo[1,5-a][1,3]diazepin-6-yl)-1,2,4-triazole-3-carboxamide C(C)N1N=CC(=C1)C1=NN2C(N(C(C(CC2)C2=NC(=NN2)C(=O)N)=O)C)=C1